2-fluoro-6-hydroxy-3-(2-((2-methoxy-4-(4-(4-methylpiperazin-1-yl)piperidin-1-yl)phenyl)amino)-4-(phenylamino)pyrimidin-5-yl)benzaldehyde FC1=C(C=O)C(=CC=C1C=1C(=NC(=NC1)NC1=C(C=C(C=C1)N1CCC(CC1)N1CCN(CC1)C)OC)NC1=CC=CC=C1)O